N-((2-(4-fluoro-6-(4,7-diazaspiro[2.5]octan-7-yl)pyridin-2-yl)-1,6-naphthyridin-7-yl)methyl)-6-methyl-5-(methylsulfonyl)nicotinamide FC1=CC(=NC(=C1)N1CCNC2(CC2)C1)C1=NC2=CC(=NC=C2C=C1)CNC(C1=CN=C(C(=C1)S(=O)(=O)C)C)=O